1-{2-fluoro-4-[4-({[2-fluoro-5-(trifluoromethoxy)phenyl]methyl}carbamoyl)-1H-1,2,3-triazol-1-yl]butyl}-N-{[6-(trifluoromethyl)pyridin-3-yl]methyl}-1H-1,2,3-triazole-4-carboxamide FC(CN1N=NC(=C1)C(=O)NCC=1C=NC(=CC1)C(F)(F)F)CCN1N=NC(=C1)C(NCC1=C(C=CC(=C1)OC(F)(F)F)F)=O